3-cyclopropyl-1H-pyrazole-5-carboxylic acid ethyl ester C(C)OC(=O)C1=CC(=NN1)C1CC1